(S)-2-(3-(1-(4-Azaspiro[2.4]heptane-5-carbonyl)piperidine-4-carbonyl)-1H-pyrrolo[2,3-c]pyridin-1-yl)-5-fluoro-N,N-diisopropylbenzamide C1CC12N[C@@H](CC2)C(=O)N2CCC(CC2)C(=O)C2=CN(C1=CN=CC=C12)C1=C(C(=O)N(C(C)C)C(C)C)C=C(C=C1)F